C(C)(C)(C)C=1C=C(C=C(C1O)C(C)(C)C)CCC(=O)C(C(=O)NN)CC(CCC1=CC(=C(C(=C1)C(C)(C)C)O)C(C)(C)C)=O 2,3-bis[[3-[3,5-di-tert-butyl-4-hydroxyphenyl]propionyl]]propionohydrazide